4,6-bisamidyl-2-phenylindole [NH-]C1=C2C=C(NC2=CC(=C1)[NH-])C1=CC=CC=C1